C(C)(C)(C)OC(NC1=C(C(=CC=C1[N+](=O)[O-])C(C1=CC=NC=C1)C=1OC(=NN1)C)F)=O N-{2-fluoro-3-[(5-methyl-1,3,4-oxadiazol-2-yl)(pyridin-4-yl)methyl]-6-nitro-phenyl}carbamic acid tert-butyl ester